ClC1=C(C(=C(C=C1OC)OC)Cl)C1CCC=2C(=NNC2C1)C=1C=C(C=CC1N)N(C)CCN(C)C 3-(6-(2,6-dichloro-3,5-dimethoxyphenyl)-4,5,6,7-tetrahydro-1H-indazol-3-yl)-N1-(2-(dimethylamino)ethyl)-N1-methylbenzene-1,4-diamine